C(CCCCCCCCCCCCCCC)NCCC(=O)OC methyl β-hexadecylaminopropionate